3-chlorotoluene ClC=1C=C(C)C=CC1